2-((1S,2R)-6'-bromo-2-fluoro-1'-oxo-1'H-spiro[cyclopropane-1,4'-isoquinoline]-2'(3'H)-yl)acetic acid methyl ester COC(CN1C(C2=CC=C(C=C2[C@@]2(C1)[C@@H](C2)F)Br)=O)=O